ClC1=NC=C(C(=N1)Cl)C(=O)NC1=C(C=C(C=C1F)F)F 2,4-dichloro-N-(2,4,6-trifluorophenyl)pyrimidine-5-carboxamide